3-ethyl-3-[(2-ethyl)-hexyloxymethyl]oxetane C(C)C1(COC1)C(OCCCCCC)CC